1-methyl-N-(3-(1-oxo-1,2,3,4-tetrahydropyrrolo[1,2-a]pyrazin-7-yl)-1H-pyrrolo[2,3-b]pyridin-6-yl)piperidine-4-carboxamide CN1CCC(CC1)C(=O)NC1=CC=C2C(=N1)NC=C2C=2C=C1N(CCNC1=O)C2